[Na+].[Na+].[Na+].C(=O)([O-])C(C(=O)[O-])N[C@@H](C)C(=O)[O-] dicarboxymethylalanine trisodium salt